6-[4-(difluoromethyl)phenyl]-N-[(cis)-4-hydroxytetrahydrofuran-3-yl]-2-(1-methyl-1H-pyrazol-4-yl)-3-oxo-2,3-dihydropyridazine-4-carboxamide FC(C1=CC=C(C=C1)C=1C=C(C(N(N1)C=1C=NN(C1)C)=O)C(=O)N[C@@H]1COC[C@@H]1O)F